O1COC2=C1C=CC(=C2)CNS(=O)(=O)C=2C=C(SC2)C(=O)N 4-[(benzo[1,3]dioxol-5-ylmethyl)-sulfamoyl]-thiophene-2-carboxylic acid amide